(E)-4-(9-(2-methoxyphenyl)-6-(2-(3-methylbenzylidene)hydrazinyl)-9H-purin-2-yl)morpholine COC1=C(C=CC=C1)N1C2=NC(=NC(=C2N=C1)N/N=C/C1=CC(=CC=C1)C)N1CCOCC1